5-(azetidin-3-yl)-1,3,4-thiadiazole N1CC(C1)C1=NN=CS1